N-[1-[2-fluoro-4-[(E)-[(Z)-[3-(2-isopropylphenyl)-4-oxo-thiazolidin-2-ylidene]hydrazono]methyl]phenyl]-3-methyl-pyrazol-4-yl]-4-(trifluoromethoxy)benzamide FC1=C(C=CC(=C1)/C=N/N=C/1\SCC(N1C1=C(C=CC=C1)C(C)C)=O)N1N=C(C(=C1)NC(C1=CC=C(C=C1)OC(F)(F)F)=O)C